C(C1=CC=CC=C1)[SiH2]CC1=CC=CC=C1 benzylmonoBenzylsilane